N-(4-methyl-3-(7-methyl-2-(methylamino)pyrido[2,3-d]pyrimidin-6-yl)phenyl)-4-(trifluoromethyl)picolinamide CC1=C(C=C(C=C1)NC(C1=NC=CC(=C1)C(F)(F)F)=O)C1=CC2=C(N=C(N=C2)NC)N=C1C